CN1CCN(CC12CCC(CC2)=O)C(=O)OCC2=CC=CC=C2 benzyl 1-methyl-9-oxo-1,4-diazaspiro[5.5]undecane-4-carboxylate